FC1(CCC(CC1)NCCCCO)F 4-((4,4-Difluorocyclohexyl)amino)butan-1-ol